BrC1=C(C=C2C(=CC(=NC2=C1O[C@@H](C)C1=CC=CC=C1)SCC)O[C@@H]1CNCC1)C1CC1 (3S)-3-({7-bromo-6-cyclopropyl-2-(ethylsulfanyl)-8-[(1S)-1-phenylethoxy]quinolin-4-yl}oxy)pyrrolidine